BrC1=C(C=C(C=C1F)S(=O)(=O)N1[C@@H](CC(C1)(F)F)CO)F (S)-(1-((4-bromo-3,5-difluorophenyl)sulfonyl)-4,4-difluoropyrrolidin-2-yl)methanol